norvaline bornyl ester C12(C(CC(CC1)C2(C)C)OC([C@@H](N)CCC)=O)C